FC1=CC=C(C=C1)CC(=O)N1CC2=CC(=CC(=C2CC1)[C@H]1N(CCC1)C(=O)OC(C)(C)C)C=1C=C2C(=NC1)NC=C2C tert-butyl (S)-2-(2-(2-(4-fluorophenyl)acetyl)-7-(3-methyl-1H-pyrrolo[2,3-b]pyridin-5-yl)-1,2,3,4-tetrahydroisoquinolin-5-yl)pyrrolidine-1-carboxylate